2,2-dimethyl-3-methylaminopropionaldehyde CC(C=O)(CNC)C